O=CCCCCCCC 8-oxooctan